CC1=CC=C(C=C1)S(=O)(=O)[C@]1([C@@H](C=C(C=C1)F)S(=O)(=O)C1=CC=C(C)C=C1)C=C trans-1,2-Di-p-toluenesulfonyl-4-fluorophenylethylene